ClC=1N=C(C2=C(N1)C(=C(N=C2)C2=CC(=CC1=CC=C(C(=C21)CC)F)OCOC)F)N2C[C@@H](CCC2)C (R)-1-(2-chloro-7-(8-ethyl-7-fluoro-3-(methoxymethoxy)naphthalen-1-yl)-8-fluoropyrido[4,3-d]pyrimidin-4-yl)-3-methylpiperidin